C(C)N(C=1C(=C(C=CC1)CC1=CC(=C(N(C1=O)C)NC1=C(C=C(C=C1)I)F)C(=O)N)F)S(N)(=O)=O 5-[[3-(Ethyl-sulfamoylamino)-2-fluorophenyl]methyl]-2-(2-fluoro-4-iodoanilino)-1-methyl-6-oxopyridine-3-carboxamide